ditertiarybutyl(4-dimethylaminophenyl)phosphine C(C)(C)(C)P(C1=CC=C(C=C1)N(C)C)C(C)(C)C